dimethyl-isopropylchlorosilane C[Si](Cl)(C(C)C)C